methyl (2S,4R*)-1-((4-(4-fluorophenoxy)benzoyl)glycyl)-4-(methoxymethyl)pyrrolidine-2-carboxylate FC1=CC=C(OC2=CC=C(C(=O)NCC(=O)N3[C@@H](C[C@H](C3)COC)C(=O)OC)C=C2)C=C1 |o1:19|